5-chloro-4-nitro-1-(tetrahydro-2H-thiopyran-4-yl)-1H-pyrazole ClC1=C(C=NN1C1CCSCC1)[N+](=O)[O-]